((3R,4R,5R,6R)-4,5-bis(benzyloxy)-6-((benzyloxy)methyl)tetrahydro-2H-pyran-3-yl)-N,N-dimethylmethylamine C(C1=CC=CC=C1)O[C@@H]1[C@@H](CO[C@@H]([C@@H]1OCC1=CC=CC=C1)COCC1=CC=CC=C1)CN(C)C